[1-[(4-methoxyphenyl)methyl]-3-(trifluoromethyl)pyrazol-4-yl]methylamine COC1=CC=C(C=C1)CN1N=C(C(=C1)CN)C(F)(F)F